5-(2,6-diazaspiro[3.3]hept-2-yl)-2-methyl-N-[(1R)-1-(1-naphthyl)ethyl]benzamide C1N(CC12CNC2)C=2C=CC(=C(C(=O)N[C@H](C)C1=CC=CC3=CC=CC=C13)C2)C